(4-methoxy-3,5-dimethyl-phenyl)acetamide COC1=C(C=C(C=C1C)CC(=O)N)C